(4R,6R,7R)-6-methyl-4-{[(1S,4S)-2-oxa-5-azabicyclo[2.2.2]octan-5-yl](propan-2-yl)carbamoyl}-6,11-diazatetracyclo[7.6.1.02,7.012,16]hexadeca-1(16),2,9,12,14-pentaen-6-ium C[NH+]1C[C@@H](C=C2C=3C=CC=C4NC=C(C[C@@H]12)C34)C(N(C(C)C)N3[C@@H]4CO[C@H](C3)CC4)=O